8-(4-(azetidin-3-yl)piperazin-1-yl)-9-ethyl-6,6-dimethyl-11-oxo-6,11-dihydro-5H-benzo[b]carbazole-3-carbonitrile N1CC(C1)N1CCN(CC1)C=1C(=CC2=C(C(C=3NC4=CC(=CC=C4C3C2=O)C#N)(C)C)C1)CC